C(C)(C)(C)OC(=O)[C@H]1[C@@H](C1)C1=NC=CC(=N1)C |r| trans-rac-tert-butyl-2-(4-methylpyrimidin-2-yl)cyclopropane-1-carboxylate